3-[5-(6-bromohexyl)-3-methyl-2-oxo-1,3-benzodiazol-1-yl]piperidine-2,6-dione BrCCCCCCC1=CC2=C(N(C(N2C)=O)C2C(NC(CC2)=O)=O)C=C1